C12C(C3CC(CC(C1)C3)C2)NC(CN2C(C(=CC=C2)NC([C@H](CCC(C(=O)NC)=O)NC(=O)C2=C(N=C(S2)OC)C)=O)=O)=O (S)-N1-(1-(2-(2-Adamantylamino)-2-oxoethyl)-2-oxo-1,2-dihydropyridin-3-yl)-2-(2-methoxy-4-methylthiazol-5-carboxamido)-N6-methyl-5-oxohexandiamid